NC1(CN(C1)C=1SC(=C(N1)C(F)F)OC1=C(C=C(C=C1)N1N=CN(C1=O)CC1=C(C=CC=C1F)F)F)C (4-((2-(3-amino-3-methylazetidin-1-yl)-4-(difluoromethyl)thiazol-5-yl)oxy)-3-fluorophenyl)-4-(2,6-difluorobenzyl)-2,4-dihydro-3H-1,2,4-triazol-3-one